3-(2-(butyryloxy)-2,2-diphenylacetoxy)spiro[bicyclo[3.2.1]octane-8,1'-pyrrolidin]-8-ium chloride [Cl-].C(CCC)(=O)OC(C(=O)OC1CC2CCC(C1)[N+]21CCCC1)(C1=CC=CC=C1)C1=CC=CC=C1